N1C=CC2=NC=CC=C21 pyrrolo(3,2-b)pyridin